N1=COCC2=C1C=CC=C2 4H-benzo[d][1,3]oxazine